9-fluoro-1,2-dihydro-4H-pyrrolo[3,2,1-ij]quinolin-4-one FC1=CC=C2C=CC(N3C2=C1CC3)=O